C(C)OC1CC=C1 ethoxycyclobut-3-ene